1-methyl-3-((trimethylsilyl)ethynyl)-1H-pyrazolo[3,4-c]pyridine-4-carbaldehyde CN1N=C(C2=C1C=NC=C2C=O)C#C[Si](C)(C)C